FC(S(=O)(=O)C=1C=C(C(=O)NCC2=NC=C3C=CC(=NC3=C2)C2=NC(=CC=C2)N2C[C@@H]3C([C@H](C2)C3)O)C=CC1)F 3-((difluoromethyl)sulfonyl)-N-((2-(6-((1R,5S,6r)-6-hydroxy-3-azabicyclo[3.1.1]heptan-3-yl)pyridin-2-yl)-1,6-naphthyridin-7-yl)methyl)benzamide